The molecule is a disaccharide that is D-mannitol in which the hydroxy group at position 3 has been converted into the corresponding alpha-D-mannopyranoside. It is a member of carbohydrates and carbohydrate derivatives and a glycosylmannose. It derives from a D-mannitol and an alpha-D-mannose. C([C@@H]1[C@H]([C@@H]([C@@H]([C@H](O1)O[C@H]([C@@H](CO)O)[C@@H]([C@@H](CO)O)O)O)O)O)O